diCbzlysine C(=O)(OCC1=CC=CC=C1)N([C@@H](CCCCN)C(=O)O)C(=O)OCC1=CC=CC=C1